6-(4-(2-(2,6-dioxopiperidin-3-yl)-1,3-dioxoisoindolin-5-yl)piperazin-1-yl)hexanoic acid O=C1NC(CCC1N1C(C2=CC=C(C=C2C1=O)N1CCN(CC1)CCCCCC(=O)O)=O)=O